1-[5-bromo-1-(2-trimethylsilylethoxymethyl)-1,2,4-triazol-3-yl]-3-(1-methylpyrazol-4-yl)propane-1,3-dione BrC1=NC(=NN1COCC[Si](C)(C)C)C(CC(=O)C=1C=NN(C1)C)=O